(S)-2-amino-4-(2-azidophenyl)butanoic acid N[C@H](C(=O)O)CCC1=C(C=CC=C1)N=[N+]=[N-]